9-(4-(1H-imidazol-2-yl)benzyl)-2-chloro-7-methyl-7H-purin-8(9H)-imine N1C(=NC=C1)C1=CC=C(CN2C3=NC(=NC=C3N(C2=N)C)Cl)C=C1